CC1(COCCN1CC[C@@H](C)[C@H]1CC[C@H]2\C(\CCC[C@]12C)=C\C=C1C[C@H](C[C@@H](C1)O)O)C (1R,3R)-5-(2-((1R,3aS,7aR,E)-1-((R)-4-(3,3-dimethylmorpholino)butan-2-yl)7a-methyl-octahydro-4H-inden-4-ylidene)ethylidene)cyclohexane-1,3-diol